C(C)C=1C=2N(C=C(C1)C1=CC3=C(N=C(S3)N(C3CC(NC(C3)(C)C)(C)C)C)C=C1)C=C(N2)C 6-(8-Ethyl-2-methylimidazo[1,2-a]pyridin-6-yl)-N-methyl-N-(2,2,6,6-tetramethylpiperidin-4-yl)-1,3-benzothiazol-2-amin